OC1C(COC1)C(=O)OC methyl 4-hydroxytetrahydrofuran-3-carboxylate